COC1=CC=C(C=C1)C1(OC(C=2C(=C3C4C(C(OC3=CC2CCCCC)(C)C)CCC(=C4)C)O1)=O)CC(C)=O 2-(4-methoxyphenyl)-8,8,11-trimethyl-2-(2-oxopropyl)-5-pentyl-8a,9,10,12a-tetrahydro-4H,8H-benzo[c][1,3]dioxino[4,5-f]chromen-4-one